1,4-xylylenebis(isophorone) C1(=CC=C(C=C1)CC=1C(=O)CC(CC1C)(C)C)CC=1C(=O)CC(CC1C)(C)C